bis(cyclooctadien) nickel (0) [Ni].C1=CC=CCCCC1.C1=CC=CCCCC1